FC=1C=C(C=C(C1)F)C=1C(=CC=CC1N1CC(C1)OC1=CC=C(C=C1)CO)C(=O)OC Methyl 3',5'-difluoro-6-(3-(4-(hydroxymethyl)phenoxy)azetidin-1-yl)-[1,1'-biphenyl]-2-formate